(2-((2S,3S,4R)-2,3,4,5-tetrahydroxypentyl)-2,7-diazaspiro[3.5]nonan-7-yl)ethan-1-one O[C@@H](CN1CC2(C1)CCN(CC2)C(C)=O)[C@@H]([C@@H](CO)O)O